(9H-carbazole-9-yl)-2-((1-methyl-1H-tetrazole-5-yl)thio)propane C1=CC=CC=2C3=CC=CC=C3N(C12)CC(C)SC1=NN=NN1C